S1C2=C(C=C1)C(=CC=C2)N2CCC(CC2)N[C@@H]2CC1=C(N=C(S1)N)CC2 (S)-N6-(1-(benzo[b]thiophen-4-yl)piperidin-4-yl)-4,5,6,7-tetrahydrobenzo[d]thiazole-2,6-diamine